FC1=C(C=CC(=C1SC)NCC#CC1=C(C2=C(S1)C(=CC=C2)N[C@H]2[C@H](CN(CC2)C)F)CC(F)(F)F)P(C)(C)=O (2-fluoro-4-((3-(7-(((3S,4R)-3-fluoro-1-methylpiperidin-4-yl)amino)-3-(2,2,2-trifluoroethyl)benzo[b]thiophen-2-yl)prop-2-yn-1-yl)amino)-3-(methylthio)phenyl)dimethylphosphine oxide